tetrahydro-2H-pyran-3,4,5-triyl tribenzoate C(C1=CC=CC=C1)(=O)OC1COCC(C1OC(C1=CC=CC=C1)=O)OC(C1=CC=CC=C1)=O